OC(CN1CCN(CC1)CC(CO)O)CO 1,4-bis(2,3-dihydroxypropyl)-piperazine